anti-3-[1-[3-(2-chloro-4-fluorophenyl)propyl]-3-[(dimethylamino)methyl]-4-hydroxypiperidin-4-yl]benzamide ClC1=C(C=CC(=C1)F)CCCN1CC(C(CC1)(O)C=1C=C(C(=O)N)C=CC1)CN(C)C